2-(1-benzhydryl-piperidin-4-yl)-N,N-dipropyl-1,2,3,4-tetrahydroisoquinolin-6-amine C(C1=CC=CC=C1)(C1=CC=CC=C1)N1CCC(CC1)N1CC2=CC=C(C=C2CC1)N(CCC)CCC